N-[2-[4-[5-(trifluoromethyl)-1,2,4-oxadiazol-3-yl]phenyl]ethyl]propanamide FC(C1=NC(=NO1)C1=CC=C(C=C1)CCNC(CC)=O)(F)F